C(C)N(C)[V] [ethylmethylamino]vanadium